C(C)(C)(C)C1=CC=C(C=C1)C1=NC=C(C(=N1)NC)C(=O)O 2-(4-(tert-butyl)phenyl)-4-(methylamino)pyrimidine-5-carboxylic acid